rel-(3R,4R)-1-benzyl-4-((4-(cyclopropyl(2-fluoro-4-iodobenzyl)amino)-7H-pyrrolo[2,3-d]pyrimidin-7-yl)methyl)piperidine-3,4-diol C(C1=CC=CC=C1)N1C[C@H]([C@](CC1)(O)CN1C=CC2=C1N=CN=C2N(CC2=C(C=C(C=C2)I)F)C2CC2)O |o1:9,10|